1,8-dichloro-N-[(3R)-1-methyl-3-piperidinyl]pyrrolo[1,2-d][1,2,4]triazin-4-amine ClC=1C=2N(C(=NN1)N[C@H]1CN(CCC1)C)C=CC2Cl